(3R,7S)-2-(3,4-Dichlorobenzoyl)-7-(hydroxymethyl)-9-(1-(6-(2-hydroxypropan-2-yl)pyridin-3-yl)ethyl)-3-methyl-1,2,3,4,8,9-hexahydropyrido[4',3':3,4]pyrazolo[1,5-a]pyrazin-10(7H)-one ClC=1C=C(C(=O)N2CC=3C(=NN4C3C(N(C[C@H]4CO)C(C)C=4C=NC(=CC4)C(C)(C)O)=O)C[C@H]2C)C=CC1Cl